ClC1=NC2=CC=C(C=C2C(=N1)[C@](C(=O)OCC)(C1=CC=CC=C1)OC1CC1)I ethyl (S)-2-(2-chloro-6-iodoquinazolin-4-yl)-2-cyclopropoxy-2-phenylacetate